OCCOCCNC(C=C)=O N-[(β-hydroxyethoxy)ethyl]acrylamide